ClC1=CC=C(C=C1)C1=NC=NC(=C1C1=C(C=C(C=C1F)F)F)C 4-(4-chlorophenyl)-6-methyl-5-(2,4,6-trifluorophenyl)pyrimidine